BrC=1C(=C(C=CC1)N1N=CN=C1CN(C(OC(C)(C)C)=O)C)F tert-butyl ((1-(3-bromo-2-fluorophenyl)-1H-1,2,4-triazol-5-yl)methyl)(methyl)carbamate